tert-butyl (6-fluoronaphthalen-1-yl)carbamate FC=1C=C2C=CC=C(C2=CC1)NC(OC(C)(C)C)=O